OC(C(=O)C1=CC=C(OCCNC(C=C)=O)C=C1)(C)C 1-{2-[p-(2-hydroxy-2-methylpropanoyl)phenoxy]Ethylamino}-2-propen-1-one